C(C)C1=C(N=C2N(C1=O)C1=C(N2)C=CC=C1)C1COC1 3-Ethyl-2-(oxetan-3-yl)benzo[4,5]imidazo[1,2-a]pyrimidin-4(10H)-one